2-(4-cyclopropyl-6-methoxypyrimidin-5-yl)-6-((2-fluoro-4-(1-isopropyl-4-(trifluoromethyl)-1H-imidazol-2-yl)benzyl)oxy)-7H-purine C1(CC1)C1=NC=NC(=C1C1=NC(=C2NC=NC2=N1)OCC1=C(C=C(C=C1)C=1N(C=C(N1)C(F)(F)F)C(C)C)F)OC